CC1=CC(=C(N1)C=1C(=NC=CC1)C)C(=O)O 5-methyl-2-(2-methylpyridin-3-yl)-1H-pyrrole-3-carboxylic acid